4-[2-cyclopropyl-6-(6-{[(2,2-difluoro-2-methoxyethyl)amino]methyl}-4-fluoro-1-oxo-3H-isoindol-2-yl)pyridin-4-yl]-3-(4-methyl-1,2,4-triazol-3-yl)benzonitrile C1(CC1)C1=NC(=CC(=C1)C1=C(C=C(C#N)C=C1)C1=NN=CN1C)N1C(C2=CC(=CC(=C2C1)F)CNCC(OC)(F)F)=O